(R)-N-(8,9-difluoro-4,6-dioxo-1,4,5,6-tetrahydro-2H-pyrano[3,4-c]isoquinolin-1-yl)-5,6-difluoro-N-methyl-1H-indole-2-carboxamide FC=1C(=CC=2C3=C(NC(C2C1)=O)C(OC[C@@H]3N(C(=O)C=3NC1=CC(=C(C=C1C3)F)F)C)=O)F